N1=C(C=CC2=CC=CN=C12)CC[C@H]1CN(CC1)C(=O)OCCCC butyl (R)-3-(2-(1,8-naphthyridin-2-yl)ethyl)pyrrolidine-1-carboxylate